Methyl (R)-6-(2-amino-3-phenylpropoxy)-1,2-dimethyl-1H-benzo[d]imidazole-7-carboxylate hydrochloride Cl.N[C@@H](COC=1C=CC2=C(N(C(=N2)C)C)C1C(=O)OC)CC1=CC=CC=C1